(2Z)-3-amino-3-(2,3-dimethoxyphenyl)-1-phenylpropan-2-en-1-one N\C(=C/C(=O)C1=CC=CC=C1)\C1=C(C(=CC=C1)OC)OC